C1(C(C1([2H])[2H])([2H])[2H])C(C)=O 1-(cyclopropyl-2,2,3,3-d4)ethan-1-one